C(C)(C)(C)OC(=O)NC1=CC=C2C=C(N(C2=C1)C(=O)OC(C)(C)C)CNC(=O)C1(CC1)C tert-butyl 6-((tert-butoxycarbonyl)amino)-2-((1-methylcyclopropanecarboxamido)methyl)-1H-indole-1-carboxylate